1-(3-methyl-4-(piperazin-1-yl)phenyl)dihydropyrimidine CC=1C=C(C=CC1N1CCNCC1)N1CNCC=C1